CS(=O)(=O)C=1C=CC(=C(OCC#N)C1)NCC#CC=1N(C2=CC=CC(=C2C1)NC1CCC(CC1)N1CC2(COC2)C1)CC(F)(F)F 2-[5-methylsulfonyl-2-[3-[4-[[4-(2-oxa-6-azaspiro[3.3]heptan-6-yl)cyclohexyl]amino]-1-(2,2,2-trifluoroethyl)indol-2-yl]prop-2-ynylamino]phenoxy]acetonitrile